BrC=1C(=NC(=CC1)OC)CC(CCC1CCCCC1)NS(=O)C(C)(C)C N-(1-(3-bromo-6-methoxypyridin-2-yl)-4-cyclohexylbutan-2-yl)-2-methylpropan-2-sulfinamide